4,4'-diamino-5,5'-diphenoxybenzophenone NC1=CC=C(C(=O)C2=CC=C(C(=C2)OC2=CC=CC=C2)N)C=C1OC1=CC=CC=C1